N-(3-((5-Chlorothiophen-2-yl)ethynyl)-7-fluoro-1-methyl-1H-indol-5-yl)-2-fluoroacrylamide ClC1=CC=C(S1)C#CC1=CN(C2=C(C=C(C=C12)NC(C(=C)F)=O)F)C